C(C=C)C=1C=C(C=CC1OC#N)C(C)(C)C1=CC(=C(C=C1)OC#N)CC=C 2,2-Bis(3-(2-propenyl)-4-cyanatophenyl)propan